methyl 2-(4-{6-methanesulfonyl-2-oxaspiro[3.3]heptan-6-yl}phenoxy)acetate CS(=O)(=O)C1(CC2(COC2)C1)C1=CC=C(OCC(=O)OC)C=C1